CC1=CC=CC=2C(=NOC21)C(C)(C)NC(C[C@@H]2N(CCCC2)C)=O |r| racemic-N-(2-(7-methylbenzo[d]isoxazol-3-yl)propan-2-yl)-2-(1-methylpiperidin-2-yl)acetamide